3-bromo-2,5-bis(4-(tert-butyl)phenyl)thiophene BrC1=C(SC(=C1)C1=CC=C(C=C1)C(C)(C)C)C1=CC=C(C=C1)C(C)(C)C